N-(4-(2-aminoethyl)phenyl)-2-morpholinecarboxamide NCCC1=CC=C(C=C1)NC(=O)C1CNCCO1